ClC=1C=C(C=C(C1)[N+](=O)[O-])C#C[Si](C)(C)C ((3-chloro-5-nitro-phenyl)ethynyl)trimethylsilane